ClC1=CC=C(C(=N1)C(=O)O)N[C@@H](C)C=1C=C(C=C2C(N(C(=NC12)N1CCC(CC1)C(N(C)C)=O)C)=O)C (S)-6-chloro-3-((1-(2-(4-(dimethylcarbamoyl)piperidin-1-yl)-3,6-dimethyl-4-oxo-3,4-dihydroquinazolin-8-yl)ethyl)amino)picolinic acid